CC=1N(C2=CC=C(C=C2C1CC(=O)O)OC)C(C1=CC=C(C=C1)Cl)=O 2-methyl-1-(4-chlorobenzoyl)-5-methoxy-1H-indole-3-acetic acid